C[C@@H]1N(C2=CC=CC=C2[C@@H](C1)NC1=CC=C(C=C1)NC(CCCC(=O)NC=1C=NC(=CC1)N[C@@H]1C[C@@H](N(C2=CC=CC=C12)C(CC)=O)C)=O)C(CC)=O N1-(4-(((2S,4R)-2-Methyl-1-propionyl-1,2,3,4-tetrahydroquinolin-4-yl)amino)phenyl)-N5-(6-(((2S,4R)-2-methyl-1-propionyl-1,2,3,4-tetrahydroquinolin-4-yl)amino)pyridin-3-yl)glutaramide